C(#N)C1=CC=C(C=C1)C=1OC(=C(N1)C(=O)NCCN1CCN(CC1)C)C1=CC=CC=C1 (4-cyanophenyl)-N-(2-(4-methylpiperazin-1-yl)ethyl)-5-phenyl-Oxazole-4-carboxamide